CC1=C(C(NC(=C1)C)=O)CNC(=O)C=1C(=C(C=C(C1)C1=NC=CN=C1)N(C1CCC(CC1)NC(OC(C)(C)C)=O)CC)C tert-butyl ((1r,4r)-4-((3-(((4,6-dimethyl-2-oxo-1,2-dihydropyridin-3-yl)-methyl)carbamoyl)-2-methyl-5-(pyrazin-2-yl)-phenyl)-(ethyl)-amino)-cyclohexyl)-carbamate